4-{7-amino-6-fluoro-[1,2,4]triazolo[1,5-a]pyridin-5-yl}benzonitrile NC1=CC=2N(C(=C1F)C1=CC=C(C#N)C=C1)N=CN2